C1(=C(C(=C(C(=C1[2H])[2H])OC=1C=C(C=C(C1)I)N1C=2C(=C(C(=C(C2C2=C(C(=C(C(=C12)[2H])[2H])C1=CC=CC=C1)[2H])[2H])C1=CC=CC=C1)[2H])[2H])[2H])[2H])C1=CC=CC=C1 9-(3-(([1,1'-biphenyl]-4-yl-2,3,5,6-d4)oxy)-5-iodophenyl)-3,6-diphenyl-9H-carbazole-1,2,4,5,7,8-d6